(cis)-3-[[4-chloro-6-(morpholin-4-yl)pyrimidin-2-yl]amino]cyclopentan-1-ol ClC1=NC(=NC(=C1)N1CCOCC1)N[C@H]1C[C@H](CC1)O